(R)-8-bromo-N4-(1-cyclopropylbut-3-en-1-yl)-N2-(3,5-difluorophenyl)quinazoline-2,4-diamine BrC=1C=CC=C2C(=NC(=NC12)NC1=CC(=CC(=C1)F)F)N[C@H](CC=C)C1CC1